1-(2,6-dioxopiperidin-3-yl)-3-methyl-2-oxo-2,3-dihydro-1H-benzimidazole O=C1NC(CCC1N1C(N(C2=C1C=CC=C2)C)=O)=O